(5-(3-cyano-6-(1-(2-morpholinoethyl)-1H-pyrazol-4-yl)pyrazolo[1,5-a]pyridin-4-yl)pyridin-2-yl)acrylamide Methyl-(E)-5-(N'-hydroxycarbamimidoyl)-2-methoxybenzoate COC(C1=C(C=CC(=C1)\C(\N)=N/O)OC)=O.C(#N)C=1C=NN2C1C(=CC(=C2)C=2C=NN(C2)CCN2CCOCC2)C=2C=CC(=NC2)C(C(=O)N)=C